C1(=CC=CC=C1)C1=C(C2=NC=CC=C2S1)N phenylthieno[3,2-b]pyridin-3-amine